2-[5-[(3R)-3-amino-5-[(4-chlorophenyl)methyl]-1,1,4-trioxo-2,3-dihydro-1λ6,5-benzothiazepin-7-yl]-1,3,4-oxadiazol-2-yl]propanenitrile N[C@H]1CS(C2=C(N(C1=O)CC1=CC=C(C=C1)Cl)C=C(C=C2)C2=NN=C(O2)C(C#N)C)(=O)=O